(tetrahydro-2H-pyran-2-yl)-5-(4,4,5,5-tetramethyl-1,3,2-dioxaborolan-2-yl)-1H-pyrazole O1C(CCCC1)N1N=CC=C1B1OC(C(O1)(C)C)(C)C